aminoHEXAnoic acid C(CCC(=O)O)CCN